F[C@H]1C2=CC(=NC2=CC=C1OC1=NC=NN2C1=C(C(=C2)OC[C@@H](C)OC(C(C)N)=O)C)C (S)-((R)-1-(4-(4-fluoro-2-methyl-4H-indol-5-yl oxy)-5-methylpyrrolo[2,1-f][1,2,4]triazin-6-yloxy)propan-2-yl)2-aminopropanoate